ClC=1C=CC(=C(C1)/C=C/C(=O)C1=CC=CC=C1)O (E)-3-(5-chloro-2-hydroxyphenyl)-1-phenyl-2-propen-1-one